5-bromo-1H-pyrazolo[3,4-c]Pyridine BrC=1C=C2C(=CN1)NN=C2